5-CHLORO-PYRIDINE ClC=1C=CC=NC1